(E)-1-(4-chlorophenyl)-3-(4-fluoro-3-methoxyphenyl)prop-2-en-1-one ClC1=CC=C(C=C1)C(\C=C\C1=CC(=C(C=C1)F)OC)=O